COC1=CC=C2NC=C(CCN(CC)C)C2=C1 5-methoxy-N-methyl-N-ethyltryptamine